FC1(CCN(CC1)C1=NC(=CC(=N1)C=1N=NN(C1)C1=C(C=C(C=C1)I)N1CCC2(CC2)CC1)C)F 6-(2-(4-(2-(4,4-difluoropiperidin-1-yl)-6-methylpyrimidin-4-yl)-1H-1,2,3-triazole-1-yl)-5-iodophenyl)-6-azaspiro[2.5]octane